N-{6-ethyl-7-oxo-5H-pyrrolo[3,4-b]pyridin-2-yl}-N-{4-iodo-5-methyl-2-[(2R)-oxolan-2-yl]phenyl}but-2-ynamide C(C)N1C(C2=NC(=CC=C2C1)N(C(C#CC)=O)C1=C(C=C(C(=C1)C)I)[C@@H]1OCCC1)=O